Trifluoro-methanesulfonic acid-dibenzofuran-1-yl ester C1(=CC=CC=2OC3=C(C21)C=CC=C3)OS(=O)(=O)C(F)(F)F